(2R)-N-{3-[2-(4-chloro-3-fluorophenoxy)acetamido]bicyclo[1.1.1]pent-1-yl}-6,7-difluoro-4-oxo-3,4-dihydro-2H-1-benzopyran-2-carboxamide ClC1=C(C=C(OCC(=O)NC23CC(C2)(C3)NC(=O)[C@@H]3OC2=C(C(C3)=O)C=C(C(=C2)F)F)C=C1)F